NC1=CC=C(CN2N=C(C(=C2C)CC(=O)OC)C)C=C1 Methyl 2-(1-(4-aminobenzyl)-3,5-dimethyl-1H-pyrazol-4-yl)acetate